Pyrrolo[2,3-d]pyrimidin-4-ol N1C=NC(=C2C1=NC=C2)O